C(C)(C)(C)OC(=O)N[C@H](C(=O)N1[C@@H](CC[C@@H]1C=C)C(=O)OC)CC=C methyl (2S,5R)-1-((S)-2-((tert-butoxycarbonyl)amino)pent-4-enoyl)-5-vinylpyrrolidine-2-carboxylate